OC=1C=C(CNC(CSC=2OC3=C(N2)C=CC(=C3)[N+](=O)[O-])=O)C=CC1O N-(3,4-dihydroxybenzyl)-2-((6-nitrobenzo[d]oxazol-2-yl)thio)acetamide